3-(1,1-difluoro-2-(4-hydroxypiperidin-1-yl)-2-oxoethyl)-4-fluoro-N-(3,4,5-trifluorophenyl)benzamide FC(C(=O)N1CCC(CC1)O)(F)C=1C=C(C(=O)NC2=CC(=C(C(=C2)F)F)F)C=CC1F